8'-hydroxy-5-methoxy-1-methylspiro[indoline-2,3'-(3H)-naphtho(2,1-b)-1,4-oxazine] OC=1C=C2C=CC=3OC4(C=NC3C2=CC1)N(C1=CC=C(C=C1C4)OC)C